4-benzyl-N-(4-chloro-2-fluoro-phenyl)-1H-pyrrole-3-sulfonamide C(C1=CC=CC=C1)C=1C(=CNC1)S(=O)(=O)NC1=C(C=C(C=C1)Cl)F